Carbazole-1,2,3,4,5,6,7,8-d8 C1(=C(C(=C(C=2C3=C(C(=C(C(=C3NC12)[2H])[2H])[2H])[2H])[2H])[2H])[2H])[2H]